CC=1C=CC=C2NCCN(C12)S(=O)(=O)C1=C(C=C(C=C1)C=1C=NN(C1)C)C 8-Methyl-1-[2-methyl-4-(1-methyl-1H-pyrazol-4-yl)benzenesulfonyl]-1,2,3,4-tetrahydroquinoxaline